C(CCCCCCC)C(CCCCCCCC)OC(CCCCCCOC(=O)[C@H]1N(CC(C1)OC(CCN(C)C)=O)CCCCCC(OCCCCCCCCCCC)=O)=O (2S)-4-[3-(dimethylamino)propionyloxy]-1-(6-oxo-6-undecoxy-hexyl)pyrrolidine-2-carboxylic acid [7-(1-octylnonyloxy)-7-oxo-heptyl] ester